3-bromo-2-isopropyl-6-(trifluoromethyl)pyridine BrC=1C(=NC(=CC1)C(F)(F)F)C(C)C